CN1CC[C@@H]2[C@H]1CN(CC2)C(=O)OCC2=CC=CC=C2 Benzyl (3aS,7aS)-1-methyl-3,3a,4,5,7,7a-hexahydro-2H-pyrrolo[2,3-c]pyridine-6-carboxylate